ClC1=CC=C(C=C1)C1=C(C(=NC=C1)C1CCC(CC1)(F)F)NC(=O)C=1C=NC(=NC1)C(C)C N-(4-(4-chlorophenyl)-2-(4,4-difluorocyclohexyl)pyridin-3-yl)-2-isopropylpyrimidine-5-carboxamide